trimethyloctylammonium bis(trifluoromethylsulfonyl)imide salt [N-](S(=O)(=O)C(F)(F)F)S(=O)(=O)C(F)(F)F.C[N+](CCCCCCCC)(C)C